ethyl 5-[chloro(difluoro)methyl]-5-(3,5-dichlorophenyl)-4H-isoxazole-3-carboxylate ClC(C1(CC(=NO1)C(=O)OCC)C1=CC(=CC(=C1)Cl)Cl)(F)F